3-(tert-butyl)-N-(4-(2-((1-((S)-1-methylpyrrolidin-3-yl)-1H-pyrazol-4-yl)amino)pyrimidin-4-yl)-2-(trifluoromethyl)benzyl)pyrrolidine-1-carboxylic acid amide C(C)(C)(C)C1CN(CC1)C(=O)NCC1=C(C=C(C=C1)C1=NC(=NC=C1)NC=1C=NN(C1)[C@@H]1CN(CC1)C)C(F)(F)F